C(C)C1=C(C(=CC(=C1)CC)CC)S(=O)(=O)O 2,4,6-triethylbenzenesulfonic acid